dihydrospiro[cyclobutane-1,4'-furo[2,3-g]indazole]-7'-carboxylic acid ethyl ester C(C)OC(=O)C1=CC=2C(=CC3(C4=CNNC24)CCC3)O1